C12NCCC2NC1 2,6-diazabicyclo[3.2.0]heptane